[IH2+].CC1(CC1)C1=NC=CN1C 1-methyl-cyclopropyl-3-methyl-imidazole iodonium salt